N-[4-[4-chloro-2-(3,3-difluoroazetidine-1-carbonyl)phenyl]-6-cyclopropylpyridin-2-yl]-5-[[[(2S)-2-methoxypropyl]amino]methyl]-1-methyl-2-oxopyridine-3-carboxamide ClC1=CC(=C(C=C1)C1=CC(=NC(=C1)C1CC1)NC(=O)C=1C(N(C=C(C1)CNC[C@H](C)OC)C)=O)C(=O)N1CC(C1)(F)F